IC=1C=C2C(C(N(C2=CC1)CC1=CC=C(C=C1)OC)=O)(C)C 5-iodo-1-[(4-methoxyphenyl)methyl]-3,3-dimethylindol-2-one